3-(3,5-difluoro-4-(trifluoromethoxy)phenyl)azetidine 4-methylbenzenesulfonate CC1=CC=C(C=C1)S(=O)(=O)O.FC=1C=C(C=C(C1OC(F)(F)F)F)C1CNC1